bis(isopropyl)benzene C(C)(C)C1=C(C=CC=C1)C(C)C